FC(COC=1C=C(C(=O)NC(C)C=2C(=NC=CN2)C(=O)NCC)C=C(C1)C(F)(F)F)F 3-[1-[[3-(2,2-difluoroethoxy)-5-(trifluoromethyl)benzoyl]amino]ethyl]-N-ethyl-pyrazine-2-carboxamide